2-[(4-methoxybenzoyl)amino]-N-(2-{[(2-methoxyphenyl)amino]carbonyl}phenyl)benzamide COC1=CC=C(C(=O)NC2=C(C(=O)NC3=C(C=CC=C3)C(=O)NC3=C(C=CC=C3)OC)C=CC=C2)C=C1